2-cyanomethyl-4,5-dimethoxy-1,1'-biphenyl C(#N)CC1=C(C=C(C(=C1)OC)OC)C1=CC=CC=C1